cis-N-(5-tert-butyl-1,3-thiazol-2-yl)-3-(cyanoamino)cyclobutane-1-carboxamide C(C)(C)(C)C1=CN=C(S1)NC(=O)[C@@H]1C[C@@H](C1)NC#N